CN(C1=CC=C(C=C1)C)CCOC(C(=C)C)=O N-methyl-N-(2-methacryloyloxyethyl)-p-toluidine